OC(=O)C(F)(F)F.ClC=1C=CC(=NC1)COC1=NC(=CC=C1)C1CCNCC1 5-chloro-2-(((6-(piperidin-4-yl)pyridin-2-yl)oxy)methyl)pyridine TFA salt